(1S,5R)-6-[(E)-2-methoxyvinyl]-3-azabicyclo[3.1.0]hexane-3-carboxylic acid benzyl ester C(C1=CC=CC=C1)OC(=O)N1C[C@H]2C([C@H]2C1)\C=C\OC